(S)-2-(1-(6-((4-(3-aminopiperidin-1-yl)-5-(1-(2,2,2-trifluoroethyl)-1H-pyrazol-4-yl)pyridin-2-yl)amino)-1-isopropyl-1H-pyrazolo[3,4-b]pyridin-3-yl)azetidin-3-yl)propan-2-ol N[C@@H]1CN(CCC1)C1=CC(=NC=C1C=1C=NN(C1)CC(F)(F)F)NC1=CC=C2C(=N1)N(N=C2N2CC(C2)C(C)(C)O)C(C)C